(E)-4-Bromobutyl-3-butyl undecenoate C(\C=C\CCCCCCCC)(=O)OC(CCCCCCBr)C